1-(tert-butyl) 3-ethyl 3-bromoazetidine-1,3-dicarboxylate BrC1(CN(C1)C(=O)OC(C)(C)C)C(=O)OCC